3-(6-chloro-5-(2'-hydroxy-3'-methoxy-6'-methyl-[1,1'-biphenyl]-4-yl)-1H-indazol-3-yl)propanoic acid ClC1=C(C=C2C(=NNC2=C1)CCC(=O)O)C1=CC=C(C=C1)C1=C(C(=CC=C1C)OC)O